2-fluoro-N-(3-(propylsulfonyl)-[1,2,4]triazolo[4,3-a]pyridin-6-yl)benzamide FC1=C(C(=O)NC=2C=CC=3N(C2)C(=NN3)S(=O)(=O)CCC)C=CC=C1